CN1[C@@]2(C(NC3=CC=CC=C13)=O)CN([C@@H](C2)C(=O)OC)C(=O)OC(C)(C)C 1-(t-butyl) 5-methyl (3R,5S)-1'-methyl-3'-oxo-3',4'-dihydro-1'H-spiro[pyrrolidine-3,2'-quinoxaline]-1,5-dicarboxylate